(S)-2-(2-chloro-6-fluorobenzamido)-3-(4-(6'-(dimethylamino)-5'-fluoro-2'-oxospiro[cyclopropane-1,3'-indoline]-1'-yl)phenyl)propanoic acid ClC1=C(C(=O)N[C@H](C(=O)O)CC2=CC=C(C=C2)N2C(C3(C4=CC(=C(C=C24)N(C)C)F)CC3)=O)C(=CC=C1)F